tert-butyl methyl((3S)-1-(3-(4-methyl-1H-imidazol-1-yl)-5-(4-phenoxycyclohexane-1-carboxamido)benzyl)pyrrolidin-3-yl)carbamate CN(C(OC(C)(C)C)=O)[C@@H]1CN(CC1)CC1=CC(=CC(=C1)NC(=O)C1CCC(CC1)OC1=CC=CC=C1)N1C=NC(=C1)C